2-(benzyloxy)propanen C(C1=CC=CC=C1)OC(=C)C